N[C@@H](C)C(=O)OCC1CCC1 cyclobutylmethyl L-alaninate